[(7-hydroxy-5-(phenylethynyl)-[1,2,4]triazolo[1,5-a]pyridine-8-carbonyl)amino]methyl acetate C(C)(=O)OCNC(=O)C=1C=2N(C(=CC1O)C#CC1=CC=CC=C1)N=CN2